tert-butyl (S)-((1-(6-amino-2-chloro-3-(4-fluoro-2-methoxyphenoxy)phenyl)piperidin-3-yl)methyl)carbamate NC1=CC=C(C(=C1N1C[C@@H](CCC1)CNC(OC(C)(C)C)=O)Cl)OC1=C(C=C(C=C1)F)OC